NC=1C2=C(N=CN1)N(C(=C2C2=CC[C@@H](CC2)C(=O)N2CCCC2)C2=CC=C(C=C2)NC(\C=C\CN(C)C)=O)C (R,E)-N-(4-(4-amino-7-methyl-5-(4-(pyrrolidine-1-carbonyl)cyclohex-1-en-1-yl)-7H-pyrrolo[2,3-d]pyrimidin-6-yl)phenyl)-4-(dimethylamino)but-2-enamide